CN1N=CN=C1C(=O)O 1-methyl-1H-1,2,4-triazole-5-carboxylic acid